(2S)-2-[[(2S)-2-amino-4-[5-[bis(2-chloro-1,1,2,2-tetradeutero-ethyl)amino]-1-methyl-benzimidazol-2-yl]butanoyl]amino]-4-methyl-pentanoic acid N[C@H](C(=O)N[C@H](C(=O)O)CC(C)C)CCC1=NC2=C(N1C)C=CC(=C2)N(C(C(Cl)([2H])[2H])([2H])[2H])C(C([2H])([2H])Cl)([2H])[2H]